BrC1=NNC=C1CC(F)(F)F 3-bromo-4-(2,2,2-trifluoroethyl)-1H-pyrazole